2,4-dichloro-6-(4-(naphthalen-2-yl)phenyl)-1,3,5-triazine ClC1=NC(=NC(=N1)Cl)C1=CC=C(C=C1)C1=CC2=CC=CC=C2C=C1